O(C1=CC=CC=C1)N1CCCCC1 phenoxypiperidin